C(C)(C)(C)OC(NCC=1C=NC(=CC1)OCCCN)=O Tert-butyl((6-(3-aminopropoxy) pyridin-3-yl)methyl)carbamate